2-(2-fluoro-4-pyrrolidin-1-ylphenyl)-N-[(3S)-2-oxo-5-phenyl-1,3-dihydro-1,4-benzodiazepine-3-Yl]pyrazolo[1,5-a]pyrimidine-3-carboxamide FC1=C(C=CC(=C1)N1CCCC1)C1=NN2C(N=CC=C2)=C1C(=O)N[C@@H]1C(NC2=C(C(=N1)C1=CC=CC=C1)C=CC=C2)=O